methyl 2-fluoro-5-((6-fluoro-1-(phenylsulfonyl)-4-((1-(tetrahydro-2H-pyran-2-yl)-1H-pyrazol-3-yl)methyl)-1H-indol-5-yl)oxy)benzimidothioate hydroiodide I.FC1=C(C(=N)SC)C=C(C=C1)OC=1C(=C2C=CN(C2=CC1F)S(=O)(=O)C1=CC=CC=C1)CC1=NN(C=C1)C1OCCCC1